N2-tert-butyl-6-cyclopropyl-7-[4-(1H-pyrazol-1-yl)phenyl]-3,4-dihydropyrrolo[1,2-a]pyrazine-2,8(1H)-dicarboxamide C(C)(C)(C)NC(=O)N1CC=2N(CC1)C(=C(C2C(=O)N)C2=CC=C(C=C2)N2N=CC=C2)C2CC2